BenzeneAmide C1(=CC=CC=C1)C(=O)N